3-bromo-6-methoxy-2-(trifluoromethyl)pyridine 1-(4-(2H-benzo[d][1,2,3]triazol-2-yl)-3-hydroxyphenoxy)-3-ethoxypropan-2-yl-methacrylate N=1N(N=C2C1C=CC=C2)C2=C(C=C(OCC(COCC)OC(C(=C)C)=O)C=C2)O.BrC=2C(=NC(=CC2)OC)C(F)(F)F